ClC=1C=C2C(=CC(=NC2=CC1)C(F)(F)F)N[C@@H]1C[C@@H](CCC1)NC(=O)C1=CC=NN1CCF N-[(1R,3S)-3-{[6-chloro-2-(trifluoromethyl)quinolin-4-yl]amino}cyclohexyl]-1-(2-fluoroethyl)-1H-pyrazole-5-carboxamide